1,2,4,5,6,7,8,8-octachloro-3a,4,7,7a-tetrahydro-4,7-methanoindane ClC1C(CC2C3(C(=C(C(C12)(C3(Cl)Cl)Cl)Cl)Cl)Cl)Cl